2-(2-furyl)-5-[4-(2-hydroxyethyl)piperazin-1-yl]pyrazolo[1,5-a]pyrimidine-3-carbonitrile O1C(=CC=C1)C1=NN2C(N=C(C=C2)N2CCN(CC2)CCO)=C1C#N